8-chloro-N-(cis-2-methyl-cis-4-(2,2,2-trifluoroethyl)cyclohexyl)-5,6-dihydrobenzo[f]imidazo[1,5-d][1,4]oxazepine-10-carboxamide ClC1=CC(=CC=2C=3N(CCOC21)C=NC3)C(=O)NC3C(CC(CC3)CC(F)(F)F)C